1-bromo-4-(1-methylsulfonylcyclopropyl)benzene valyl-citrullinyl-p-aminobenzylcarbamate N[C@@H](C(C)C)C(=O)N[C@@H](CCCNC(=O)N)C(=O)OC(NCC1=CC=C(C=C1)N)=O.BrC1=CC=C(C=C1)C1(CC1)S(=O)(=O)C